(2S,3R,4S,5R)-2-[4-(benzylamino)pyrrolo[2,1-f][1,2,4]triazin-7-yl]-5-(hydroxymethyl)oxolane-3,4-diol C(C1=CC=CC=C1)NC1=NC=NN2C1=CC=C2[C@@H]2O[C@@H]([C@H]([C@H]2O)O)CO